FC=1C=C2/C(/C(NC2=CC1)=O)=C/C1=CC(=CC=C1)OC (Z)-5-fluoro-3-(3-methoxybenzylidene)indolin-2-one